methyl 2-[methyl-[2-[1-[(3-methylphenyl)methyl]-5-oxopyrrolidin-2-yl]acetyl]amino]acetate CN(CC(=O)OC)C(CC1N(C(CC1)=O)CC1=CC(=CC=C1)C)=O